5-(1H-pyrazol-4-yl)-N-(4-(pyrrolidin-1-ylmethyl)-pyridin-2-yl)thiazolo-[5,4-b]pyridin-2-amine N1N=CC(=C1)C1=CC=C2C(=N1)SC(=N2)NC2=NC=CC(=C2)CN2CCCC2